FC1=C(C=C(C=C1)NC=1SC=C(N1)C1=CC=C(C=C1)F)C1(N=CN(S(C1)(=O)=O)C)C 5-(2-fluoro-5-((4-(4-fluorophenyl)thiazol-2-yl)amino)phenyl)-2,5-dimethyl-1,1-dioxo-1,2,4-thiadiazin